CC(CC(=O)O[C@@]1(OC(CC1NC(=O)[C@@]1(CC(=NO1)C1=NC=CC2=CC=CC=C12)C(C)C)=O)CF)(C)C (S)-2-(fluoromethyl)-3-((R)-5-isopropyl-3-(isoquinolin-1-yl)-4,5-dihydroisoxazole-5-carboxamido)-5-oxotetrahydrofuran-2-yl 3,3-dimethylbutanoate